iron-cobalt-tellurium [Te].[Co].[Fe]